C(C)(C)(C)OC(=O)N1C(=CC2=C(C=CC=C12)Br)CCNC(=O)OC(C)(C)C 2-(((tert-butoxycarbonyl)amino)ethyl)-4-bromo-1H-indole-1-carboxylic acid tert-butyl ester